(4-(bicyclo[2.2.1]heptan-2-yl)phenyl)boronic acid C12C(CC(CC1)C2)C2=CC=C(C=C2)B(O)O